3-CHLOROCYCLOBUTANECARBOXYLIC ACID ClC1CC(C1)C(=O)O